C1(=CC=CC=C1)C1=NC(=NC(=N1)C1=CC=CC=C1)C=1C(=C(C(=C(C#N)C1)N1C2=CC=CC=C2C=2C=C(C=CC12)C1=CC=CC=C1)N1C2=CC=CC=C2C=2C=C(C=CC12)C1=CC=CC=C1)N1C2=CC=CC=C2C=2C=C(C=CC12)C1=CC=CC=C1 5-(4,6-diphenyl-1,3,5-triazin-2-yl)-2,3,4-tris(3-phenyl-9H-carbazol-9-yl)benzonitrile